3,4,5-trifluorophenyl isocyanate FC=1C=C(C=C(C1F)F)N=C=O